N[C@H](C1CCN(CC1)C([C@@H](CO)O)=O)C1=C(C=C(C(=C1)Cl)C1=CCCC1)O (2R)-1-[4-[(R)-amino[5-chloro-4-(cyclopent-1-en-1-yl)-2-hydroxyphenyl]methyl]piperidin-1-yl]-2,3-dihydroxypropan-1-one